CC(CC(C)C)NC=1C=CC=2NC3=CC=CC=C3C2C1 3-(1,3-Dimethylbutylamino)-9H-carbazol